1-(2,6-dichloro-3-fluorophenyl)ethanone ClC1=C(C(=CC=C1F)Cl)C(C)=O